N(=[N+]=[N-])C1=CC(=C(C(=C1)F)C1=CC=C(C=C1)C(C)C)F 4-azido-2,6-difluoro-4'-isopropyl-1,1'-biphenyl